N-(4-((4-(1-ethoxyethyl)-4-phenethylpiperidin-1-yl)methyl)phenyl)acetamide HCl Cl.C(C)OC(C)C1(CCN(CC1)CC1=CC=C(C=C1)NC(C)=O)CCC1=CC=CC=C1